4-chlorobenzoic acid 2-ethoxy-4-ethylphenyl ester C(C)OC1=C(C=CC(=C1)CC)OC(C1=CC=C(C=C1)Cl)=O